ClC=1C=C2C(=CNC2=CC1)NC(=O)N1CC2=CC=C(C=C2CC1)N1CCCCC1 N-(5-chloro-1H-indol-3-yl)-6-(piperidin-1-yl)-3,4-dihydroisoquinoline-2(1H)-carboxamide